OC(C(C(=O)OC)OC)C1=CC=C(C=C1)[N+](=O)[O-] Methyl 3-hydroxy-2-methoxy-3-(4-nitrophenyl)propionate